Tert-butyldimethyl-(prop-2-yn-1-yl-oxy)silane Methyl-4-(2-(2,2-difluorocyclopropyl)-3-fluorophenyl)-2-methyl-5-oxo-1,4,5,7-tetrahydrofuro[3,4-b]pyridine-3-carboxylate COC(=O)C=1C(C2=C(NC1C)COC2=O)C2=C(C(=CC=C2)F)C2C(C2)(F)F.C(C)(C)(C)[Si](OCC#C)(C)C